ClC1=C(C=CC(=C1)C(F)(F)F)NC(CN1C=2N(C(C(=C1CC)N1CCN(CC1)C(C1=NC=CC=C1O)=O)=O)N=C(N2)N2C[C@@H](CCC2)F)=O (R)-N-(2-chloro-4-(trifluoromethyl)phenyl)-2-(5-ethyl-2-(3-fluoropiperidin-1-yl)-6-(4-(3-hydroxypicolinoyl)piperazin-1-yl)-7-oxo-[1,2,4]triazolo[1,5-a]pyrimidin-4(7H)-yl)acetamide